6-(2-hydroxy-2-methylpropoxy)-4-(6-(4-((5-methoxypyrazin-2-yl)oxy)piperidin-1-yl)pyridin-3-yl)pyrazolo[1,5-a]pyridine-3-carbonitrile OC(COC=1C=C(C=2N(C1)N=CC2C#N)C=2C=NC(=CC2)N2CCC(CC2)OC2=NC=C(N=C2)OC)(C)C